C(C1=CC=CC=C1)(C1=CC=CC=C1)(C1=CC=CC=C1)SC1=CC2=C(OCCO2)C=C1 6-[(trityl)thio]-1,4-benzodioxane